(R)-5-[1-(2-Chloro-6-fluoro-phenyl)-piperidin-4-yl]-7-(2-cyclopropyl-benzyl)-2,4-dimethyl-2,4,5,7-tetrahydro-pyrazolo[3,4-d]pyrimidin-6-one ClC1=C(C(=CC=C1)F)N1CCC(CC1)N1C(N(C=2C([C@H]1C)=CN(N2)C)CC2=C(C=CC=C2)C2CC2)=O